racemic-1,3-dioxoisoindolin-2-yl (1S,2S)-2-(1-(2,2,2-trifluoroethyl)-1H-pyrazolo[3,4-b]pyridin-6-yl)cyclopropane-1-carboxylate FC(CN1N=CC=2C1=NC(=CC2)[C@@H]2[C@H](C2)C(=O)ON2C(C1=CC=CC=C1C2=O)=O)(F)F |r|